2,3-bis[(benzyl)(ethoxy)methoxycarbonyl]-5-norbornene C(C1=CC=CC=C1)C(OC(=O)C1C2C=CC(C1C(=O)OC(OCC)CC1=CC=CC=C1)C2)OCC